C(#C)C1=CC(=C(C=C1)C1=NN=C(C(N1C)=O)N[C@H]1[C@@H](CCCC1)O)O 3-(4-ethynyl-2-hydroxyphenyl)-6-(((1R,2R)-2-hydroxycyclohexyl)amino)-4-methyl-1,2,4-triazine-5(4H)-one